di(isodecyl) sebacate C(CCCCCCCCC(=O)OCCCCCCCC(C)C)(=O)OCCCCCCCC(C)C